ClC1=C(C=C(OCC(=O)NC23CC(C2)(C3)C=3OC(=NN3)COC=3C=C2C(=NC3)C=CN2)C=C1)F 2-(4-chloro-3-fluorophenoxy)-N-[3-(5-{[(1H-pyrrolo[3,2-b]pyridin-6-yl)oxy]methyl}-1,3,4-oxadiazol-2-yl)bicyclo[1.1.1]pentan-1-yl]acetamide